t-butyl benzoate C(C1=CC=CC=C1)(=O)OC(C)(C)C